N,N-dimethyl-N-(2-propylheptyl)amine CN(CC(CCCCC)CCC)C